Cl.Cl.N[C@H](CC1=C(C=2N=C(N=C(C2S1)NCC=1SC=CC1F)Cl)C)C 6-[(2S)-2-aminopropyl]-2-chloro-N-[(3-fluorothiophen-2-yl)methyl]-7-methylthieno[3,2-d]pyrimidin-4-amine dihydrochloride